1-(tert-butyl)-3-(3-(3,5-dimethoxyphenyl)-7-(pent-4-yn-1-ylamino)-1,8-naphthyridin-2-yl)urea C(C)(C)(C)NC(=O)NC1=NC2=NC(=CC=C2C=C1C1=CC(=CC(=C1)OC)OC)NCCCC#C